(1S,4S,SR)-5-[[5-cyclopropyl-3-(2,6-dichlorophenyl)-1,2-oxazol-4-yl]methoxy]-2-azabicyclo[2.2.1]heptane hydroiodide salt I.C1(CC1)C1=C(C(=NO1)C1=C(C=CC=C1Cl)Cl)CO[C@@H]1[C@@H]2CN[C@H](C1)C2 |&1:19|